C(\C=C\C=C\CC)=O (E,E)-2,4-heptadienal